CC1(CCC(CC1)NC(=O)C=1C(N(C2=NC=CC=C2C1O)CC=O)=O)C N-(4,4-dimethylcyclohexyl)-4-hydroxy-2-oxo-1-(2-oxoethyl)-1,8-naphthyridine-3-carboxamide